ClC=1C(=NC(=NC1)NC1CCOCC1)C1=CC=C2CN(C(C2=C1)=O)CC(=O)NC(C)C1=NOC(=N1)C(F)(F)F 2-(6-{5-chloro-2-[(oxan-4-yl)amino]pyrimidin-4-yl}-1-oxo-2,3-dihydro-1H-isoindol-2-yl)-N-{1-[5-(trifluoromethyl)-1,2,4-oxadiazol-3-yl]ethyl}acetamide